ClC=1C(=C(N=NC1)N)N 5-chloro-3,4-diaminopyridazine